1-(1-(2-(2,2,2-Trifluoroethoxy)pyridin-4-yl)ethyl)-3-(2-(1-(trifluoromethyl)cyclopropyl)ethyl)urea FC(COC1=NC=CC(=C1)C(C)NC(=O)NCCC1(CC1)C(F)(F)F)(F)F